CC1=C(C(=CC=C1OC)C)O 2,6-dimethyl-3-methoxyphenol